5,7-dibromo-3-fluoropyrazolo[1,5-a]pyrimidine BrC1=NC=2N(C(=C1)Br)N=CC2F